ClC1=NNC=C1C1=CC=C2C(=CN(C2=C1)CCNC)C(=O)C1COC2=CC=C(C=C2C1)F [6-(3-Chloro-1H-pyrazol-4-yl)-1-[2-(methylamino)ethyl]indol-3-yl]-(6-fluorochroman-3-yl)methanone